C(C)(C)(C)OC(=O)N1CC=2N(CC1)C(=NN2)C#CC2=C(C=CC=C2)C 3-[2-(Methylphenyl)ethynyl]-6,8-dihydro-5H-[1,2,4]triazolo[4,3-a]pyrazine-7-carboxylic acid tert-butyl ester